FCC(CF)N1N=NC2=C1C=C(C=C2)C=2C=CN1N=C(N=C(C12)OC)NC1CCC2(COC2)CC1 5-(1-(1,3-difluoropropan-2-yl)-1H-benzo[d][1,2,3]triazol-6-yl)-4-methoxy-N-(2-oxaspiro[3.5]nonan-7-yl)pyrrolo[2,1-f][1,2,4]triazin-2-amine